6-{4-[(2R)-2-ethyl-5-oxopyrrolidin-1-yl]piperidin-1-yl}-2-azaspiro[3.4]octane-2-carboxylic acid ethyl ester C(C)OC(=O)N1CC2(C1)CC(CC2)N2CCC(CC2)N2[C@@H](CCC2=O)CC